4-(3-(1-aminoethyl)-5-chloro-6-fluoro-2-methoxyphenyl)-N,N-dimethylpyridinamide NC(C)C=1C(=C(C(=C(C1)Cl)F)C1=CC(=NC=C1)C(=O)N(C)C)OC